CN(C(OC(C)(C)C)=O)CCC=1OC(=NN1)C=1C(=NC=CC1)NC1=CC=C(C=C1)C(F)(F)F tert-butyl N-methyl-N-[2-[5-[2-[4-(trifluoromethyl)anilino]-3-pyridyl]-1,3,4-oxadiazol-2-yl]ethyl]carbamate